BrC=1C=CC(=NC1)N1CC(C1)O (5-bromopyridin-2-yl)azetidin-3-ol